(hydroxymethyl)-2-azabicyclo[2.2.1]heptane-2-carboxylic acid tert-butyl ester C(C)(C)(C)OC(=O)N1C2(CCC(C1)C2)CO